COCOC1=C(C=O)C=CC(=C1)B1OC(C(O1)(C)C)(C)C 2-(methoxymethoxy)-4-(4,4,5,5-tetramethyl-1,3,2-dioxaborolan-2-yl)benzaldehyde